1,2-bis(3-pyridylmethylamino)ethane N1=CC(=CC=C1)CNCCNCC=1C=NC=CC1